6-[5,6-difluoro-4-(cis-1-methyl-3,3a,4,5,7,7a-hexahydro-2H-pyrrolo[2,3-c]pyridin-6-yl)-8-(methylamino)-9H-pyrido[2,3-b]indol-3-yl]-1-methyl-4-oxo-1,8-naphthyridine-3-carboxylic acid FC1=C2C3=C(NC2=C(C=C1F)NC)N=CC(=C3N3C[C@@H]1[C@H](CC3)CCN1C)C=1C=C3C(C(=CN(C3=NC1)C)C(=O)O)=O